6-((4-chloro-2-fluorobenzyl)oxy)-2'-oxo-[2,4'-bipyridin] ClC1=CC(=C(COC2=CC=CC(=N2)C2=CC(NC=C2)=O)C=C1)F